(6-chloropyrazin-2-yl)((1R,5S,6r)-6-(((6-(trifluoromethyl)pyridin-2-yl)oxy)methyl)-3-azabicyclo[3.1.0]hexan-3-yl)methanone ClC1=CN=CC(=N1)C(=O)N1C[C@H]2C([C@H]2C1)COC1=NC(=CC=C1)C(F)(F)F